FC(C=1C=C(C=CC1)CC)(F)F 2-(3-(trifluoromethyl)phenyl)ethane